6-(2,6-dichlorophenyl)-2-{[4-(4-methylpiperazin-1-yl)phenyl]amino}-8-(propan-2-yl)pyrido[2,3-d]pyrimidin-5(8H)-one ClC1=C(C(=CC=C1)Cl)C=1C(C2=C(N=C(N=C2)NC2=CC=C(C=C2)N2CCN(CC2)C)N(C1)C(C)C)=O